2,2,6,6-tetramethyloxan-4-yl methanesulfonate CS(=O)(=O)OC1CC(OC(C1)(C)C)(C)C